(R)-1-(6-((tetrahydrofuran-3-yl)amino)pyridin-3-yl)-1H-benzo[d]imidazol-2(3H)-one O1C[C@@H](CC1)NC1=CC=C(C=N1)N1C(NC2=C1C=CC=C2)=O